4-((naphthalene-2-yl-imino)methyl)benzonitrile C1=C(C=CC2=CC=CC=C12)N=CC1=CC=C(C#N)C=C1